C(C)C1=CSC2=C1CC1(CC2)OCCO1 3'-ethylspiro[1,3-dioxolane-2,5'-6,7-dihydro-4H-benzothiophene]